BrC1=CC(=C(C(=O)N(C)C)C=C1)Cl 4-bromo-2-chloro-N,N-dimethylbenzamide